FC(C1=C(C=CC=C1)C1=CC(=CN1)C(=O)O)(F)F 5-(2-(trifluoromethyl)phenyl)-1H-pyrrole-3-carboxylic acid